2-{3-[(2R,6S)-2,6-dimethylmorpholine-4-carbonyl]-5,6-dihydrocyclopenta[c]pyrazol-1(4H)-yl}-1-[4-(3-fluorophenoxy)piperidin-1-yl]ethan-1-one C[C@@H]1CN(C[C@@H](O1)C)C(=O)C=1C2=C(N(N1)CC(=O)N1CCC(CC1)OC1=CC(=CC=C1)F)CCC2